3-hydroxy-1-(2-((4-methoxybenzyl)amino)-6-methylthieno[2,3-b]pyrazin-3-yl)pent-2-en-1-one OC(=CC(=O)C1=C(N=C2C(=N1)SC(=C2)C)NCC2=CC=C(C=C2)OC)CC